N[N+]1=CC=CC2=CC(=CC=C12)[C@@](C(=O)OC(C)C)(CC(C)(C)C)NC(=O)OCC1=CC=CC=C1.P(=O)(OC1=CC=CC=C1)(OC1=CC=CC=C1)O diphenyl hydrogen phosphate, (R)-1-amino-6-(2-(((benzyloxy)carbonyl)amino)-1-isopropoxy-4,4-dimethyl-1-oxopentan-2-yl)quinolin-1-ium salt